ClC1=C(C=C(C=C1)C#N)C=1C=C2C(=NN(C2=CC1)C(C1=CC=CC=C1)(C1=CC=CC=C1)C1=CC=CC=C1)NC(=O)[C@H]1CN(CCC1)C(=O)OC(C(C)C)OC(C(C)(C)C)=O 1-[(2,2-Dimethylpropanoyl)oxy]-2-methylpropyl (3R)-3-{[5-(2-chloro-5-cyanophenyl)-1-trityl-1H-indazol-3-yl]carbamoyl}piperidine-1-carboxylate